3-(hexatriaconta-8,27-dien-18-yl)-1H-imidazol-3-ium CCCCCCCC=CCCCCCCCCC(CCCCCCCCC=CCCCCCCCC)[N+]1=CNC=C1